O=C1NC(CCC1N1C(N(C2=C1C=CC(=C2)C#C[C@@H]2CN(CCN2C)C(=O)OC(C)(C)C)C)=O)=O tert-butyl (3R)-3-[2-[1-(2,6-dioxo-3-piperidyl)-3-methyl-2-oxo-benzimidazol-5-yl]ethynyl]-4-methyl-piperazine-1-carboxylate